BrC=1C=C(C=C2C(N(C(S2)=NN=C2C(NC3=CC=C(C=C23)Cl)=O)C2=CC(=CC=C2)C(C)C)=O)C=CC1 3-(2-(5-(3-bromobenzylidene)-3-(3-isopropylphenyl)-4-oxothiazolidin-2-ylidene)hydrazono)-5-chloroindol-2-one